2-methyl-5-(3-methyl-2-(piperidine-1-carbonyl)benzothien-7-yl)isoindol-1-one CN1C(C2=CC=C(C=C2C1)C1=CC=CC=2C(=C(SC21)C(=O)N2CCCCC2)C)=O